FC(C=1C=C(C=CC1)[C@@H]1NOCC1)(F)F (R)-3-(3-(trifluoromethyl)phenyl)isoxazolidine